O=S1(CC(CCC1)C(=O)O)=O 1,1-dioxothiane-3-carboxylic acid